BrC=1C=C(C(=NC1)N1CCN(CC1)C)NS(=O)(=O)C1CC1 N-(5-Bromo-2-(4-methylpiperazin-1-yl)pyridin-3-yl)cyclopropanesulfonamide